CN(NC(C(=O)[Si](C)(C)C(C)(C)C)=O)C N-dimethylamino(tert-butyldimethylsilyl)glyoxylamide